benzyl 2,2-dimethyl-4,7,10,13-tetraoxo-3-oxa-5,8,11,14-tetraazahexadecane-16-carboxylate CC(C)(OC(NCC(NCC(NCC(NCCC(=O)OCC1=CC=CC=C1)=O)=O)=O)=O)C